N-{[3-nitro-4-(tetrahydro-2H-pyran-4-ylmethoxy)phenyl]sulfonyl}-2-(1H-pyrrolo[2,3-b]pyridin-5-yloxy)benzamide [N+](=O)([O-])C=1C=C(C=CC1OCC1CCOCC1)S(=O)(=O)NC(C1=C(C=CC=C1)OC=1C=C2C(=NC1)NC=C2)=O